Cl.O=C1C2=C(C=NN1)N=C(N=C2NC2=CC=C(C=C2)CN2CCNCC2)N2CCC1(CC(NC(C1)=O)=O)CC2 9-(5-oxo-4-(4-(piperazin-1-ylmethyl)phenylamino)-5,6-dihydropyrimido[4,5-d]pyridazin-2-yl)-3,9-diazaspiro[5.5]undecane-2,4-dione hydrochloride